C1=C(N(C=N1)[C@H]2[C@@H]([C@@H]([C@H](O2)COP(=O)(O)O)O)O)NC(=O)O The molecule is a 1-(phosphoribosyl)imidazole having the phospho group at the 5'-position and a carboxyamino group at the 5-position on the imidazole ring. It has a role as an Escherichia coli metabolite. It derives from a carbamic acid. It is a conjugate acid of a 5-carboxylatoamino-1-(5-O-phosphonato-D-ribosyl)imidazole(3-).